C1(CCCC1)NC1=CC2=C(C(C3=C(OC2)C=C2C(=C3)OCO2)=O)C=C1F 8-(cyclopentylamino)-9-fluoro-[1,3]dioxolo[4',5':4,5]benzo[1,2-b]benzo[e]oxepin-11(6H)-one